5-methyl-3,4-dihydropyridin CC=1CCC=NC1